ClC=1C=C(C=CC1F)C=1N=CN(C1C=1C=CC=2N(C1)C(=CN2)C(=O)N)CCN2CCOCC2 6-(4-(3-chloro-4-fluorophenyl)-1-(2-morpholinoethyl)-1H-imidazol-5-yl)imidazo[1,2-a]pyridine-3-carboxamide